6-(4-Fluorophenyl)-N-[(6-methylpyridazin-3-yl)methyl]-8-[(3S)-pyrrolidin-3-yl]oxy-quinazolin-4-amine FC1=CC=C(C=C1)C=1C=C2C(=NC=NC2=C(C1)O[C@@H]1CNCC1)NCC=1N=NC(=CC1)C